1-butyl-3-methylpyrrolidinium C(CCC)[NH+]1CC(CC1)C